trans-(3S)-1'-(6-Amino-5-fluoropyrimidin-4-yl)-3-(3,5-dichlorophenylamino)-4'-(trifluoromethyl)-1,3'-bipiperidin-2-one NC1=C(C(=NC=N1)N1CC(C(CC1)C(F)(F)F)N1C([C@H](CCC1)NC1=CC(=CC(=C1)Cl)Cl)=O)F